FC1=CC=CC(=C1)C 2-fluoro-4-methylbenzene